2'-(3-hydroxypyridin-4-yl)-5',6'-dihydro-1'H-spiro[oxacyclohexane-4,7'-pyrrolo[3,2-c]pyridin]-4'-one OC=1C=NC=CC1C1=CC=2C(NCC3(C2N1)CCOCC3)=O